ClC1=CC=2SC(=C(C2S1)F)C(=O)O 5-chloro-3-fluorothieno[3,2-b]thiophene-2-carboxylic acid